FC1=CC(=C2C=C(N(C2=C1)CC(F)(F)F)I)N(C(OC(C)(C)C)=O)C1CCOCC1 tert-butyl (6-fluoro-2-iodo-1-(2,2,2-trifluoroethyl)-1H-indol-4-yl)(tetrahydro-2H-pyran-4-yl)carbamate